The molecule is a 2-oxo monocarboxylic acid anion that is the conjugate base of 2-aminophenylglyoxylic acid, obtained by deprotonation of the carboxy group. It is a conjugate base of a 2-aminophenylglyoxylic acid. C1=CC=C(C(=C1)C(=O)C(=O)[O-])N